BrC1=C(C=CC=C1)CC(C)=O 1-(2-bromophenyl)propan-2-one